1-Methylazetidin-3-yl (5-(2-fluoro-5-((4-oxo-3,4-dihydrophthalazin-1-yl)methyl)phenyl)-1H-benzoimidazol-2-yl)carbamate FC1=C(C=C(C=C1)CC1=NNC(C2=CC=CC=C12)=O)C1=CC2=C(NC(=N2)NC(OC2CN(C2)C)=O)C=C1